NC1=NC2=CC=C(C=C2C=C1C)C(=O)N(CC1=NC=C(C=C1)C(F)(F)F)CC1=CC2=C(NC(O2)=O)C=C1 2-amino-3-methyl-N-((2-oxo-2,3-dihydrobenzo[d]oxazol-6-yl)methyl)-N-((5-(trifluoromethyl)pyridin-2-yl)methyl)quinoline-6-carboxamide